tert-butyl 4-{1-[(1S,2S)-2-{[2-(2,6-dioxopiperidin-3-yl)-1-oxo-2,3-dihydro-1H-isoindol-5-yl]oxy}cyclohexyl]azetidin-3-yl}piperidine-1-carboxylate O=C1NC(CCC1N1C(C2=CC=C(C=C2C1)O[C@@H]1[C@H](CCCC1)N1CC(C1)C1CCN(CC1)C(=O)OC(C)(C)C)=O)=O